(2R)-2-{[(1,2,3,5,6,7-hexahydro-s-indacen-4-yl)carbamoyl]oxy}-3-(1H-imidazol-1-yl)propionic acid C1CCC2=C(C=3CCCC3C=C12)NC(=O)O[C@@H](C(=O)O)CN1C=NC=C1